3-({5-[(2S,5R)-2,5-dimethyl-4-(oxetan-3-yl)piperazin-1-yl]pyridin-2-yl}amino)-1-methyl-5-(4,4,5,5-tetramethyl-1,3,2-dioxaborolan-2-yl)-1,2-dihydropyridin-2-one C[C@@H]1N(C[C@H](N(C1)C1COC1)C)C=1C=CC(=NC1)NC=1C(N(C=C(C1)B1OC(C(O1)(C)C)(C)C)C)=O